3-chloro-2-(4-hydroxyphenoxy)-5-trifluoromethylpyridine ClC=1C(=NC=C(C1)C(F)(F)F)OC1=CC=C(C=C1)O